NC1=NC=C(C=2N=C(N=CC21)NC2CCC(CC2)O)I (1R,4R)-4-((5-amino-8-iodopyrido[4,3-d]pyrimidin-2-yl)amino)cyclohexane-1-ol